[2H]C1(N(CCOC1)[2H])[2H] Trideuteromorpholine